tert-butyl (1r,3s,5r)-3-((7-methoxy-4-(1-methyl-3-phenyl-1H-pyrazol-4-yl) pyrido[3,2-d]pyrimidin-6-yl) carbamoyl)-2-azabicyclo[3.1.0]hexane-2-carboxylate COC1=CC=2N=CN=C(C2N=C1NC(=O)[C@H]1N([C@@H]2C[C@@H]2C1)C(=O)OC(C)(C)C)C=1C(=NN(C1)C)C1=CC=CC=C1